2-bromo-7-cyclobutylpyrazolo[1,5-a]pyrimidine-5-carboxylic acid potassium salt [K+].BrC1=NN2C(N=C(C=C2C2CCC2)C(=O)[O-])=C1